1-(3-((2-(4-(difluoromethoxy)phenyl)-8-methoxy-2,3-dihydrobenzo[b][1,4]dioxin-6-yl)methyl)-3H-imidazo[4,5-b]pyridin-6-yl)-N,N-dimethylazetidin-3-amine FC(OC1=CC=C(C=C1)C1COC2=C(O1)C(=CC(=C2)CN2C=NC=1C2=NC=C(C1)N1CC(C1)N(C)C)OC)F